4',7-dihydroxy-flavone OC1=CC=C(C=2OC3=CC(=CC=C3C(C2)=O)O)C=C1